ClC=1C=C(C=C2C=CC(=NC12)NC1=NC=CC(=C1)C(F)(F)F)OCCCN1CCCCC1 8-Chloro-6-(3-(piperidin-1-yl)propoxy)-N-(4-(trifluoromethyl)pyridin-2-yl)chinolin-2-amin